N-[(2S)-1-[[(2S)-4-hydroxy-3-oxo-1-[(3S)-2-oxopyrrolidin-3-yl]butan-2-yl]amino]-4-methyl-1-oxopentan-2-yl]-4-methoxy-1H-indole-2-carboxamide OCC([C@H](C[C@H]1C(NCC1)=O)NC([C@H](CC(C)C)NC(=O)C=1NC2=CC=CC(=C2C1)OC)=O)=O